[14C](C(=O)C)(=O)[O-] [14C]-pyruvate